3-[(3R)-piperidin-3-yl]-2,1-benzoxazole N1C[C@@H](CCC1)C=1ON=C2C1C=CC=C2